4-[1-(4-Chlorobenzyl)-1H-pyrazol-4-yl]-2-{4-[1-(methylsulfonyl)pyrrolidin-3-yl]-1H-imidazol-2-yl}pyridine trifluoroacetate salt FC(C(=O)O)(F)F.ClC1=CC=C(CN2N=CC(=C2)C2=CC(=NC=C2)C=2NC=C(N2)C2CN(CC2)S(=O)(=O)C)C=C1